(8-amino-5,6-difluoro-1-oxo-1,2,3,4-tetrahydronaphthalen-2-yl)acetamide NC=1C=C(C(=C2CCC(C(C12)=O)CC(=O)N)F)F